BrC1=C(C=CC(=C1)SC(CC)CC)OC 2-Bromo-4-(1-ethylpropylthio)-1-methoxybenzene